bromoselenoether Br[Se]Br